6-[2-(2,6-dioxopiperidin-3-yl)-1-oxo-2,3-dihydro-1H-isoindol-5-yl]pyridazine-3-carboxamide O=C1NC(CCC1N1C(C2=CC=C(C=C2C1)C1=CC=C(N=N1)C(=O)N)=O)=O